(2R,3R,4R,5R)-2-(4-aminopyrrolo[2,1-f][1,2,4]triazin-7-yl)-5-(((tert-butyldimethylsilyl)oxy)methyl)-2-cyanotetrahydrofuran-3,4-diyl bis(2-phenylacetate) C1(=CC=CC=C1)CC(=O)O[C@H]1[C@](O[C@@H]([C@H]1OC(CC1=CC=CC=C1)=O)CO[Si](C)(C)C(C)(C)C)(C#N)C1=CC=C2C(=NC=NN21)N